(S)-N-((S)-4-AMINO-1-((3,4-DICHLOROPHENYL)AMINO)-1-OXOBUTAN-2-YL)-2-(4-OXO-4-PHENYLBUTANOYL)-1,2,3,4-TETRAHYDROISOQUINOLINE-3-CARBOXAMIDE NCC[C@@H](C(=O)NC1=CC(=C(C=C1)Cl)Cl)NC(=O)[C@H]1N(CC2=CC=CC=C2C1)C(CCC(C1=CC=CC=C1)=O)=O